FCC(CF)(F)F 1,2,2,3-tetrafluoropropane